N1=CN=CC2=C1C(NCC2)=O 6,7-dihydropyrido[3,4-d]pyrimidin-8(5H)-one